COC(=O)C1=CC=C(C=C1)B(O)O (4-methoxyformylphenyl)boronic acid